(S)-2-((4-((2-hydroxy-1-phenylethyl)amino)-5-(3-(pyridin-3-yl)-1,2,4-oxadiazol-5-yl)pyridin-2-yl)amino)-6,7-dihydro-5H-pyrrolo[3,4-b]pyridin-5-one OC[C@H](C1=CC=CC=C1)NC1=CC(=NC=C1C1=NC(=NO1)C=1C=NC=CC1)NC1=CC=C2C(=N1)CNC2=O